8-cyclopentyl-7-oxo-2-((2-oxo-1-(piperidin-4-yl)-1,2-dihydropyridin-4-yl)amino)-7,8-dihydropyrido[2,3-d]pyrimidine-6-carbonitrile C1(CCCC1)N1C(C(=CC2=C1N=C(N=C2)NC2=CC(N(C=C2)C2CCNCC2)=O)C#N)=O